C1(CC=CC1)C1=CC=C(C=C1)F 1-(Cyclopent-3-en-1-yl)-4-fluorobenzene